C1(=CC=CC2=CC=CC=C12)C1C2C=CC(C1)C2 5-α-naphthyl-2-norbornene